CC1=NC=C(C=N1)NC(=O)[C@@H]1CC12CCN(CC2)C(=O)OC(C(F)(F)F)C(F)(F)F |r| 1,1,1,3,3,3-hexafluoropropan-2-yl (±)-1-((2-methylpyrimidin-5-yl)carbamoyl)-6-azaspiro[2.5]octane-6-carboxylate